N=1C(=CN2C1C=CC=C2)C#CC=2C=NC=1CC(C[C@H](C1C2)OC)(C)C |r| (rac)-3-(Imidazo[1,2-a]pyridin-2-ylethynyl)-5-methoxy-7,7-dimethyl-5,6,7,8-tetrahydroquinoline